Tert-butyl 5-(2-(1-(3-chloro-5-methoxyphenyl)-1H-pyrazol-4-yl) propanamido)-3-cyclopropyl-1H-pyrazole-1-carboxylate ClC=1C=C(C=C(C1)OC)N1N=CC(=C1)C(C(=O)NC1=CC(=NN1C(=O)OC(C)(C)C)C1CC1)C